2-(diethylamino)ethyl 2-(2-acetoxybenzoyl)oxybenzoate Hydrochloride Cl.C(C)(=O)OC1=C(C(=O)OC2=C(C(=O)OCCN(CC)CC)C=CC=C2)C=CC=C1